C(#N)[C@]1(OC([C@H]([C@H]1O)O)(CO)C#N)C1=CC=C2C(=NC=NN21)NC(C2=CC=CC=C2)=O N-(7-((2R,3R,4S)-2,5-dicyano-3,4-dihydroxy-5-(hydroxymethyl)tetrahydrofuran-2-yl)pyrrolo[2,1-f][1,2,4]triazin-4-yl)benzamide